3-((4-isopropyl-2-(trifluoromethyl)phenyl)amino)piperidin-2-one C(C)(C)C1=CC(=C(C=C1)NC1C(NCCC1)=O)C(F)(F)F